C1(=CC=CC=C1)NCCCCCCCCCCN N-phenyldecane-1,10-diamine